1-[3-hydroxy-3-(trifluoromethyl)azetidin-1-yl]ethanone OC1(CN(C1)C(C)=O)C(F)(F)F